1,1,1-trifluorobutan FC(CCC)(F)F